3-(5-ethynylpyridin-2-yl)-8-((R)-tetrahydrofuran-3-yl)-3,8-diazabicyclo[3.2.1]octane C(#C)C=1C=CC(=NC1)N1CC2CCC(C1)N2[C@H]2COCC2